FC1=C(C(=CC(=C1)OCCN1CC(C1)CF)F)[C@H]1N([C@@H](CC2=C1NC1=CC=C(C=C21)F)C)CC(C)(C)F (1R,3R)-1-(2,6-difluoro-4-(2-(3-(fluoromethyl)azetidin-1-yl)ethoxy)phenyl)-6-fluoro-2-(2-fluoro-2-methylpropyl)-3-methyl-2,3,4,9-tetrahydro-1H-pyrido[3,4-b]indole